NC=1C=C(\C=C/2\C(NC3=C(S2)C=CC(=C3)S(=O)(=O)CC3=C(C=CC=C3C)C)=O)C=CC1OC (Z)-2-(3-amino-4-methoxybenzylidene)-6-((2,6-dimethylbenzyl)sulfonyl)-2H-benzo[b][1,4]thiazin-3(4H)-one